2-[(3-fluorophenyl)carbamoyl]piperidine-1-carboxylate FC=1C=C(C=CC1)NC(=O)C1N(CCCC1)C(=O)[O-]